trifluoro(vinyl)-borane-potassium salt [K].FC(=C(F)F)B